((3S,6S)-6-((S)-1-(4-fluorophenyl)-1,2,3,4-tetrahydroisoquinoline-2-carbonyl)-4-hydroxytetrahydro-2H-pyran-3-yl)carbamic acid tert-butyl ester C(C)(C)(C)OC(N[C@H]1CO[C@@H](CC1O)C(=O)N1[C@H](C2=CC=CC=C2CC1)C1=CC=C(C=C1)F)=O